5-chloro-2-(4,4-difluoroazepan-1-yl)-6-difluoromethyl-N-(4-fluoro-3-(N'-hydroxycarbamimidoyl)phenyl)nicotinamide ClC=1C(=NC(=C(C(=O)NC2=CC(=C(C=C2)F)C(N)=NO)C1)N1CCC(CCC1)(F)F)C(F)F